N-benzylsulfonyl-4-[4-(5-bromopyridine-3-carbonyl)piperazin-1-yl]Benzamide C(C1=CC=CC=C1)S(=O)(=O)NC(C1=CC=C(C=C1)N1CCN(CC1)C(=O)C=1C=NC=C(C1)Br)=O